ClC=1C(=NNC1)[C@@H]1[C@@H](N(CCC1)C(=O)OC)CO[C@@H]1CC[C@@H](CC1)C1=CC=CC=C1 Methyl (2R,3S)-3-(4-chloro-1H-pyrazol-3-yl)-2-((((CIS)-4-phenylcyclohexyl)oxy)methyl)piperidine-1-carboxylate